C(#C)C=1C=CC=C2C=C(N(C(C12)=O)C1=CC=CC=C1)[C@H](C)NC(OC(C)(C)C)=O tert-butyl (S)-(1-(8-ethynyl-1-oxo-2-phenyl-1,2-dihydroisoquinolin-3-yl)ethyl)carbamate